FC1=CC=C(C=C1)N1C(C(CCC1)C(=O)O)=O (4-fluorophenyl)-2-oxopiperidine-3-carboxylic acid